(3S,6S,7aR,11aR)-6-allyl-3-isopropyl-9-[[4-(trifluoromethyl)phenyl]methyl]-2,3,6,7,7a,8,10,11-octahydrooxazolo[2,3-j][1,6]naphthyridin-5-one C(C=C)[C@@H]1C(N2[C@]3(CCN(C[C@H]3C1)CC1=CC=C(C=C1)C(F)(F)F)OC[C@@H]2C(C)C)=O